CC1(OB(OC1(C)C)C1=C(C=CC2=CC=CC=C12)C)C 4,4,5,5-tetramethyl-2-(2-methyl-1-naphthyl)-1,3,2-dioxaborolane